C(C=C)(=O)OC(CCCCCCCCCCCCC)OC(C=C)=O tetradecanediol diacrylate